tert-butyl (2R,3S,4S)-3-(acetyloxy)-4-[(tert-butoxycarbonyl)oxy]-2-{[4-(imidazol-1-yl)phenyl]methyl}pyrrolidine-1-carboxylate C(C)(=O)O[C@H]1[C@H](N(C[C@@H]1OC(=O)OC(C)(C)C)C(=O)OC(C)(C)C)CC1=CC=C(C=C1)N1C=NC=C1